CC1=NNC=2C1=C1C=3CCCCC3C(=NC1=CC2)C2=CC1=C(N=C(S1)N)C=C2 6-(1-methyl-8,9,10,11-tetrahydro-3H-pyrazolo[4,3-a]phenanthridin-7-yl)benzo[d]thiazol-2-amine